(2S,4S)-1-(2-methylbenzofuro[3,2-d]pyrimidin-4-yl)-4-(1H-pyrazole-3-carboxamido)pyrrolidine-2-carboxylic acid CC=1N=C(C2=C(N1)C1=C(O2)C=CC=C1)N1[C@@H](C[C@@H](C1)NC(=O)C1=NNC=C1)C(=O)O